ClC1=C(C=C(C=C1)[N+](=O)[O-])N1N=CC(=C1)C(=O)OCC ethyl 1-(2-chloro-5-nitrophenyl)-1H-pyrazole-4-carboxylate